N-(pyridin-3-yl)pyridinecarboxamide N1=CC(=CC=C1)NC(=O)C1=NC=CC=C1